triphenylphosphine ruthenium fluoride [Ru](F)(F)F.C1(=CC=CC=C1)P(C1=CC=CC=C1)C1=CC=CC=C1